4-(3-((5-bromo-2-((3-methyl-1-(1-methylpyrrolidin-3-yl)-1H-pyrazol-4-yl)amino)pyrimidin-4-yl)amino)propyl)-2,2-dimethyl-1,4-oxazepan-3-one BrC=1C(=NC(=NC1)NC=1C(=NN(C1)C1CN(CC1)C)C)NCCCN1C(C(OCCC1)(C)C)=O